ClC1=C(C=NC=C1)C(=O)N1CC2=CC=CC=C2CC1 (4-chloropyridin-3-yl)(3,4-dihydroisoquinolin-2(1H)-yl)methanone